The molecule is a methyl-L-methionine having the methyl group attached to the alpha-amino function. It is a methyl-L-methionine and a N-methyl-L-alpha-amino acid. It is a tautomer of a N-methyl-L-methionine zwitterion. CN[C@@H](CCSC)C(=O)O